2-(8-fluoro-4-isopropyl-6-(4,4,5,5-tetramethyl-1,3,2-dioxaborolan-2-yl)quinolin-2-yl)propan-2-ol FC=1C=C(C=C2C(=CC(=NC12)C(C)(C)O)C(C)C)B1OC(C(O1)(C)C)(C)C